[Na+].[Na+].CC1C(C(CCC1)C(=O)[O-])C(=O)[O-] 3-methylcyclohexane-1,2-dicarboxylic acid, disodium salt